C1(=C(C(=C(C(=C1[2H])[2H])[2H])[2H])[2H])CS(=O)(=O)OC1=C(O[C@](C1=O)([2H])C1=CC=C(C=C1)C(F)(F)F)N([2H])[2H] (R)-2-(amino-d2)-4-oxo-5-(4-(trifluoromethyl)phenyl)-4,5-dihydrofuran-3-yl-5-d (phenyl-d5)methanesulfonate